[P].C=CCC butene phosphorus